4,6-dimethyl-2-[4-(trifluoromethyl)anilino]pyridine-3-carbonitrile CC1=C(C(=NC(=C1)C)NC1=CC=C(C=C1)C(F)(F)F)C#N